OC1=C(N=C(C2=CC(=CC=C12)OC=1SC=CC1)C)C(=O)O 4-hydroxy-1-methyl-7-(thien-2-yloxy)isoquinoline-3-carboxylic acid